(3S,4S)-8-(3-iodo-1H-pyrazolo[3,4-b]pyrazin-6-yl)-3-methyl-2-oxa-8-azaspiro[4.5]decan-4-amine IC1=NNC2=NC(=CN=C21)N2CCC1([C@@H]([C@@H](OC1)C)N)CC2